O=C1NC(CCC1NC1=CC(=C(C=C1)C1CCN(CC1)CC1CCC(CC1)C=1N=C2N(C=C(C(=C2)OC(C)C)C(=O)NC2=NC(=CC=C2)C(F)(F)F)C1)F)=O 2-[4-[[4-[4-[(2,6-dioxo-3-piperidyl)amino]-2-fluoro-phenyl]-1-piperidyl]methyl]cyclohexyl]-7-isopropoxy-N-[6-(trifluoromethyl)-2-pyridyl]imidazo[1,2-a]pyridine-6-carboxamide